N,N-diethylethanamine, hydrochloride Cl.C(C)N(CC)CC